Cl.N1CCC(CC1)CN1CCC(CC1)C#CC=1C=CC(=NC1)NC(=O)C1CCNCC1 N-(5-((1-(piperidin-4-ylmethyl)piperidin-4-yl)ethynyl)pyridin-2-yl)piperidine-4-carboxamide hydrochloride